C(C)OC(=O)C=1[C@]2(C3=C(N(C1N)C1=CC=CC=C1)C(N(C3=O)CC(C)C)=O)C(NC3=CC=C(C=C32)C)=O (S)-Ethyl-2'-amino-6'-isobutyl-5-methyl-2,5',7'-trioxo-1'-phenyl-1',5',6',7'-tetrahydrospiro[indoline-3,4'-pyrrolo[3,4-b]-pyridine]-3'-carboxylate